N-(cyclopropylmethyl)-5-(3-(piperidine-1-carbonyl)pyrazolo[1,5-a]Pyridin-7-yl)nicotinamide C1(CC1)CNC(C1=CN=CC(=C1)C1=CC=CC=2N1N=CC2C(=O)N2CCCCC2)=O